3-[2-(Methylamino)ethyl]-1H-indol-4-ol CNCCC1=CNC=2C=CC=C(C12)O